2-(3-bromophenoxy)acetyl isocyanate BrC=1C=C(OCC(=O)N=C=O)C=CC1